N-(4-methyl-3-(2'-((4-(4-methylpiperazin-1-yl)phenyl)amino)-7'-oxo-5'H-spiro[cyclopropane-1,8'-pyrido[4,3-d]pyrimidine]-6'(7'H)-yl)phenyl)-3-(trifluoromethyl)benzamide CC1=C(C=C(C=C1)NC(C1=CC(=CC=C1)C(F)(F)F)=O)N1CC2=C(N=C(N=C2)NC2=CC=C(C=C2)N2CCN(CC2)C)C2(C1=O)CC2